5-bromo-2-chloro-3-((4-methoxybenzyl)oxy)isonicotinic acid methyl ester COC(C1=C(C(=NC=C1Br)Cl)OCC1=CC=C(C=C1)OC)=O